C1(CC1)OC=1C=C(C=CC1OC(F)F)C(CC=1C=CC(NC1)=O)C=1C=NC(=CC1)C(C)(C)O 5-(2-(3-cyclopropoxy-4-(difluoromethoxy)phenyl)-2-(6-(2-hydroxypropan-2-yl)pyridin-3-yl)ethyl)pyridin-2(1H)-one